(7-azabenzotriazol-1-yloxy)tri-pyrrolidinophosphonium hexafluorophosphate F[P-](F)(F)(F)(F)F.N1(N=NC2=C1N=CC=C2)O[P+](N2CCCC2)(N2CCCC2)N2CCCC2